N1C=NC2=C1C=CC(=C2)C2=NC(N(C=C2)C)=O 4-(1H-benzimidazol-5-yl)-1-methyl-pyrimidin-2-one